NC1=CC=C(C=C1)C=1OC2=C(N1)C=CC(=C2)N (4-aminophenyl)-1,3-benzoxazol-6-amine